O[C@]1(C[C@H]2CC[C@H]3[C@@H]4C[C@@H]5[C@H]([C@@H]([C@]4(CC[C@@H]3[C@H]2CC1)C)[C@H](CN1N=CC(=C1)C#N)C)C5)C 1-((R)-2-((2R,4aS,4bR,6aS,7R,7aR,8aR,9aS,9bR,11aR)-2-hydroxy-2,6a-dimethyloctadecahydro-1H-cyclopropa[b]chrysen-7-yl)propyl)-1H-pyrazole-4-carbonitrile